COC=1C(=C(C#N)C=CC1)OC bis-methoxybenzonitrile